2,4-Cycloheptadien-1-one C1(C=CC=CCC1)=O